5-(4-methylphenyl)sulfonyloxyimino-5H-thiophen CC1=CC=C(C=C1)S(=O)(=O)ON=C1C=CCS1